6-tert-butylbenzo[d]thiazole-2-carboxylic acid C(C)(C)(C)C1=CC2=C(N=C(S2)C(=O)O)C=C1